Magnesium methyl-propoxide CC([O-])CC.[Mg+2].CC([O-])CC